1,3-dihydroxypropan-2-yl-hexadecanoate OCC(CO)OC(CCCCCCCCCCCCCCC)=O